(1S,2S)-2-fluoro-N-(4-{6-[(1R)-1-hydroxypropyl]-4-methylpyridin-3-yl}imidazo[1,2-a]1,6-naphthyridin-8-yl)cyclopropane-1-carboxamide F[C@@H]1[C@@H](C1)C(=O)NC1=NC=C2C=C(C=3N(C2=C1)C=CN3)C=3C=NC(=CC3C)[C@@H](CC)O